N1=C(C=CC=2CCCNC12)C[C@H]1C[C@H](C1)C(=O)NCCC(=O)O 3-(cis-3-((5,6,7,8-tetrahydro-1,8-naphthyridin-2-yl)methyl)cyclobutane-1-carboxamido)propionic acid